C(C(=C)C)(=O)OCCC[Si](O[Si](C)(C)C)(O[Si](C)(C)C)O[Si](C)(C)C methacryloxypropyl-tri(trimethylsiloxy)silane